3-(3-(piperidine-1-carbonyl)pyrazolo[1,5-a]pyridin-7-yl)benzaldehyde oxime N1(CCCCC1)C(=O)C=1C=NN2C1C=CC=C2C=2C=C(C=NO)C=CC2